CN1CC[C@H]([C@@]12COCC2)C2=CC=1C(=NC=CC1NC=1C=CC3=C(N=CS3)C1)S2 N-(2-((4R,5S)-1-methyl-7-oxa-1-azaspiro[4.4]nonan-4-yl)thieno[2,3-b]pyridin-4-yl)benzo[d]thiazol-5-amine